C1OC=2C=C(C=CC2O1)C(C(C)N1CCCC1)=O 1-[3,4-(methylenedioxy)phenyl]-2-(N-pyrrolidinyl)-1-propanone